C1(=CC=CC=C1)C1=NC(=NO1)CC1=CC=C(C(=O)NO)C=C1 4-[(5-phenyl-1,2,4-oxadiazol-3-yl)methyl]benzohydroxamic acid